N,N-dimethyl-ethanolamine tert-Butyl-(4S)-2,2-dimethyl-4-[3-[(6-sulfamoyl-2-pyridyl)amino]propyl]pyrrolidine-1-carboxylate C(C)(C)(C)C1C(N(C[C@H]1CCCNC1=NC(=CC=C1)S(N)(=O)=O)C(=O)OCCN(C)C)(C)C